methyl (6-(benzyloxy)-10-bromo-[1,2,4]triazolo[5,1-a]isoquinoline-5-carbonyl)glycinate C(C1=CC=CC=C1)OC1=C(N2C(C3=C(C=CC=C13)Br)=NC=N2)C(=O)NCC(=O)OC